(1-(5-bromopyridin-3-yl)ethyl)-1H-1,2,3-triazole-4-carboxylic acid ethyl ester C(C)OC(=O)C=1N=NN(C1)C(C)C=1C=NC=C(C1)Br